C1=CC=CC=2C3=C(CCC4=C(C21)C=CC=C4)C=CC=C3 tribenzocyclooctane